2-{7-[(3R,5R)-1-ethyl-5-fluoropiperidin-3-yl]-6,7-dihydro-5H-pyrrolo[2,3-c]pyridazin-3-yl}-3-methyl-5-(trifluoromethyl)phenol C(C)N1C[C@@H](C[C@H](C1)F)N1CCC2=C1N=NC(=C2)C2=C(C=C(C=C2C)C(F)(F)F)O